((1R,4R)-4-(5-(2-(N-(tert-butyl) sulfamoyl)-4-(3-((R)-1-(2-fluorophenyl) ethyl) ureido) phenyl) thiazol-2-yl) cyclohexyl) carbamate C(N)(OC1CCC(CC1)C=1SC(=CN1)C1=C(C=C(C=C1)NC(=O)N[C@H](C)C1=C(C=CC=C1)F)S(NC(C)(C)C)(=O)=O)=O